3,5-dibromo-1-(4-(difluoromethoxy)phenyl)-1H-pyrazole BrC1=NN(C(=C1)Br)C1=CC=C(C=C1)OC(F)F